1-(2-(3-hydroxy-3-methylbutyl)-5-nitro-2H-indazol-6-yl)piperidin-4-ol OC(CCN1N=C2C=C(C(=CC2=C1)[N+](=O)[O-])N1CCC(CC1)O)(C)C